4,4'-bis(N,N-di-p-tolylamino)terphenyl (2-cyano-2-(2-(3,5-dichloro-4-((2-(2-fluorophenyl)-1-oxo-1,2,3,4-tetrahydroisoquinolin-6-yl)oxy)phenyl)hydrazono)acetyl)carbamate C(#N)C(C(=O)NC(O)=O)=NNC1=CC(=C(C(=C1)Cl)OC=1C=C2CCN(C(C2=CC1)=O)C1=C(C=CC=C1)F)Cl.C1(=CC=C(C=C1)N(C1=CC=C(C=C1)C)C1=CC=C(C=C1)C=1C(=CC(=CC1)N(C1=CC=C(C=C1)C)C1=CC=C(C=C1)C)C1=CC=CC=C1)C